[Ca+2].P(=O)([O-])([O-])O phosphate monocalcium